CC1(N=COC1)C 4,4-dimethyl-4,5-dihydro-oxazole